2-((trans-4-((4-(1-Isopropyl-1H-pyrazol-4-yl)pyridin-2-yl)((trans-4-(4-methoxy-3-methylphenyl)cyclohexyl) methyl)carbamoyl) cyclohexyl)amino)-2-oxoethyl acetate C(C)(=O)OCC(=O)N[C@@H]1CC[C@H](CC1)C(N(C[C@@H]1CC[C@H](CC1)C1=CC(=C(C=C1)OC)C)C1=NC=CC(=C1)C=1C=NN(C1)C(C)C)=O